C(CCCCCCCC)NC(=O)NCCCCCCCCC N,N'-dinonyl-urea